CSC1=NN=C(O1)COC1=C(C(=O)NCCCCCC(=O)O)C(=CC(=C1)OCC=1OC(=NN1)SC)OCC=1OC(=NN1)SC 6-(2,4,6-tris((5-methylsulfanyl-2-1,3,4-oxadiazolyl)methoxy)benzamido)hexanoic acid